FC1=C(C=CC=C1C[C@H]1[C@H](CCC2=CC=C(C(N12)=O)CC)NC(C(=O)N(C)C)=O)C1=CC(=CC=C1)F |o1:8,9| rel-N~2~-{(3S,4S)-4-[(2,3'-difluoro[1,1'-biphenyl]-3-yl)methyl]-7-ethyl-6-oxo-1,3,4,6-tetrahydro-2H-quinolizin-3-yl}-N~1~,N~1~-dimethylethanediamide